5-(tert-butyl)-N-(4-(6-(2-(4-(5-((2,6-dioxopiperidin-3-yl)oxy)pyridin-2-yl)piperidin-1-yl)ethyl)pyrrolo[2,1-f][1,2,4]triazin-4-yl)-2-methylbenzyl)-1,2,4-oxadiazole-3-carboxamide C(C)(C)(C)C1=NC(=NO1)C(=O)NCC1=C(C=C(C=C1)C1=NC=NN2C1=CC(=C2)CCN2CCC(CC2)C2=NC=C(C=C2)OC2C(NC(CC2)=O)=O)C